FC1=C(C(=CC=C1)OC)C1=NC=CC2=C1CN(C2=O)C2=NC(=CC(=C2)C)N2CC1(C2)CNCCC1 4-(2-fluoro-6-methoxyphenyl)-2-(4-methyl-6-(2,6-diazaspiro[3.5]non-2-yl)pyridin-2-yl)-2,3-dihydro-1H-pyrrolo[3,4-c]pyridin-1-one